Cl.NC\C=C(\CN1C(=NC2=C1C=C(C=C2C2=CC(=CC=C2)S(=O)(=O)C)C(=O)N(C)C)C)/F (Z)-1-(4-amino-2-fluorobut-2-en-1-yl)-N,N,2-trimethyl-4-(3-(methylsulfonyl)phenyl)-1H-benzo[d]imidazole-6-carboxamide hydrochloride